N(N=C1SC2=C(N1CC)C=CC(=C2)S(=O)(=O)O)=C2SC1=C(N2CC)C=CC(=C1)S(=O)(=O)O 2,2'-azino-di-[3-ethylbenzthiazoline-6-sulfonic acid]